FC(C=1C=C(C=CC1C#N)C1=CC=C(S1)C=O)(F)F 5-(3-trifluoromethyl-4-cyanophenyl)-thiophene-2-carbaldehyde